FC1=CC=C(C=C1)C1=C(CCC(C1)(C)C)C(=O)N1[C@@H]2CN([C@H](C1)C2)CC=2C=C1CN(C(C1=CC2)=O)C2C(NC(CC2)=O)=O 3-(5-(((1S,4S)-5-(4'-fluoro-5,5-dimethyl-3,4,5,6-tetrahydro-[1,1'-biphenyl]-2-carbonyl)-2,5-diazabicyclo[2.2.1]heptan-2-yl)methyl)-1-oxoisoindolin-2-yl)piperidine-2,6-dione